C(C1=CC=CC=C1)(=O)NC1CC2(CC(C2)NC(OC(C)(C)C)=O)C1 tert-butyl (6-benzamidospiro[3.3]heptan-2-yl)carbamate